5-(3,5-dimethylisoxazol-4-yl)-1-((S)-tetrahydrofurane-3-yl)-1H-benzo[d]imidazol-2-ylpropan-1-ol CC1=NOC(=C1C1=CC2=C(N(C(=N2)C(CC)O)[C@@H]2COCC2)C=C1)C